2-bromo-5-((dimethylamino)methylene)-6,7-dihydrobenzofuran-4(5H)-one BrC=1OC2=C(C1)C(C(CC2)=CN(C)C)=O